O=C[C@H](O)[C@@H](O)[C@H](O)[C@H](O)C=O D-gluco-hexodialdose